3-(1-methyl-6-(methyl(piperidin-4-yl)amino)-1H-indazol-3-yl)piperidine-2,6-dione hydrochloride Cl.CN1N=C(C2=CC=C(C=C12)N(C1CCNCC1)C)C1C(NC(CC1)=O)=O